COC(CN1N=C(N2C(=CC=3C=CC(=CC23)F)C1=O)N(C)C)=O.OCCOC1=CC=C(C=C1)OCCO p-bis-(2-hydroxyethoxy)benzene methyl-2-(4-(dimethylamino)-7-fluoro-1-oxo-[1,2,4]triazino[4,5-a]indol-2(1H)-yl)acetate